NC1=CC(=CC(=C1)N)N 1,3,5-tri(amino)benzene